ClC=1N=CN(C1C(=O)N)C1CN(CC1)C(C)C 4-chloro-1-(1-isopropylpyrrolidin-3-yl)-1H-imidazole-5-carboxamide